The molecule is a hydroxy monocarboxylic acid anion that is the conjugate base of tetracenomycin F1, obtained by deprotonation of the carboxy group. It is a conjugate base of a tetracenomycin F1. CC1=C(C(=CC2=CC3=C(C(=C12)[O-])C(=O)C4=C(C3)C=C(C=C4O)O)O)C(=O)O